r-homoarginine N[C@H](CCCCNC(N)=N)C(=O)O